[Br-].C(C)(C)C1=CC=C(C=C1)[I+]C1=CC=C(C=C1)C (4-isopropylphenyl)(p-tolyl)iodonium bromide